CC=1C=C(C=C(C1N1CCN(CC1)C)C)C=1C=C2C(=NC1)NC=C2I 5-(3,5-Dimethyl-4-(4-methylpiperazin-1-yl)phenyl)-3-iodo-1H-pyrrolo[2,3-b]pyridine